3-((5-(2-(((1S,4S)-4-(dimethylamino)-3-fluorocyclohexyl)amino)-8-isopropyl-quinazolin-6-yl)pyridin-2-yl)amino)-1,1,1-trifluoropropan-2-ol CN([C@@H]1C(C[C@H](CC1)NC1=NC2=C(C=C(C=C2C=N1)C=1C=CC(=NC1)NCC(C(F)(F)F)O)C(C)C)F)C